N7-[1,1-dioxo-3,4-dihydro-2H-thiochromen-4-yl]-2-(methoxymethyl)pyrazolo[1,5-a]pyrimidine-3,7-dicarboxamide O=S1(CCC(C2=CC=CC=C12)NC(=O)C1=CC=NC=2N1N=C(C2C(=O)N)COC)=O